2-([1,1'-biphenyl]-2-yl)-4-(3-(6-(6-([1,1'-biphenyl]-4-yl)-2-phenylpyrimidin-4-yl)pyridin-3-yl)phenyl)-6-phenyl-1,3,5-triazine C1(=C(C=CC=C1)C1=NC(=NC(=N1)C1=CC(=CC=C1)C=1C=NC(=CC1)C1=NC(=NC(=C1)C1=CC=C(C=C1)C1=CC=CC=C1)C1=CC=CC=C1)C1=CC=CC=C1)C1=CC=CC=C1